O1C(=NC2=C1C=CC=C2)O[C@@H]2C[C@H](C2)N2N=C1N(C2=O)[C@@H](CC1)C1=CC(=CC(=C1)F)F (5S)-2-{trans-3-[(1,3-benzoxazol-2-yl)oxy]cyclobutyl}-5-(3,5-difluorophenyl)-2,5,6,7-tetrahydro-3H-pyrrolo[2,1-c][1,2,4]triazol-3-one